FC=1C=NC(=NC1)C1=C(C#N)C=CC=C1 2-(5-fluoropyrimidin-2-yl)benzonitrile